(5-(7-(hydroxymethyl)-3,9-diazaspiro[5.5]undecane-3-carbonyl)-2-methoxyphenyl)dihydropyrimidine-2,4(1h,3h)-dione OCC1C2(CCN(CC2)C(=O)C=2C=CC(=C(C2)N2C(NC(CC2)=O)=O)OC)CCNC1